9-Ethyl-8-(4-hydroxy-[1,4']bipiperidinyl-1'-yl)-6,6-dimethyl-11-oxo-6,11-dihydro-5H-benzo[b]carbazole-3-carbonitrile C(C)C1=CC2=C(C(C=3NC4=CC(=CC=C4C3C2=O)C#N)(C)C)C=C1N1CCC(CC1)N1CCC(CC1)O